tert-butyl (3R)-4-[7-benzyl-2-[[(2S)-1-methylpyrrolidin-2-yl]methoxy]-6,8-dihydro-5H-pyrido[3,4-d]pyrimidin-4-yl]-3-methyl-piperazine-1-carboxylate C(C1=CC=CC=C1)N1CC=2N=C(N=C(C2CC1)N1[C@@H](CN(CC1)C(=O)OC(C)(C)C)C)OC[C@H]1N(CCC1)C